2-bromo-7-cyclopropyl-6-methyl-6,7-dihydro-5H-pyrazolo[1,5-a]pyrazin-4-one BrC1=NN2C(C(NC(C2C2CC2)C)=O)=C1